C(C)(CCCCCC)OC(\C=C/C(=O)OC(C)CCCCCC)=O maleic acid di-sec-octyl ester